O[C@@H]1[C@@H](CCCC1)C(=O)O (1R,2S)-2-Hydroxycyclohexane-1-carboxylic acid